pyridine-2,6-dicarboxylic acid hydrochloride Cl.N1=C(C=CC=C1C(=O)O)C(=O)O